BrC1=CC(=NC=C1C)NC1=CC=CC=C1 4-bromo-5-methyl-N-phenylpyridin-2-amine